CN1C(=NC2=C(C=C(C=C2C1=O)C)C(C)N1C=NC2=C1C=CC=C2C(=O)O)N2CCCCC2 1-(1-(3,6-dimethyl-4-oxo-2-(piperidine-1-yl)-3,4-dihydroquinazolin-8-yl)ethyl)-1H-benzo[d]imidazole-4-carboxylic acid